tert-butyl 3-(7-bromobenzofuran-5-yl)-3-oxopropanoate BrC1=CC(=CC=2C=COC21)C(CC(=O)OC(C)(C)C)=O